C(C)(C)(C)C=1C=C(C=CC1F)C1CCN(CC1)C(=O)C1CC2(C1)NC(OC2)=O (2s,4s)-2-(4-(3-(tert-butyl)-4-fluorophenyl)piperidine-1-carbonyl)-7-oxa-5-azaspiro[3.4]octan-6-one